2-(3,3-difluorocyclobutyl)-3-fluoropyridine FC1(CC(C1)C1=NC=CC=C1F)F